6-((1R,4S,5S)-5-(4-Methyl-1,3-thiazol-5-yl)-2-azabicyclo[2.2.2]octan-2-yl)-4-(3-(4-(2-propenoyl)-1-piperazinyl)-1-azetidinyl)-2-(trifluoromethyl)-3-pyridinecarbonitrile CC=1N=CSC1[C@@H]1[C@H]2CN([C@@H](C1)CC2)C2=CC(=C(C(=N2)C(F)(F)F)C#N)N2CC(C2)N2CCN(CC2)C(C=C)=O